2'-chloro-N-(5-(6-hydroxy-2-azaspiro[3.3]heptan-2-yl)-[1,3]thiazolo[5,4-d]pyrimidin-2-yl)-5'-methoxy-6-methyl-[4,4'-bipyridine]-3-carboxamide ClC1=NC=C(C(=C1)C1=C(C=NC(=C1)C)C(=O)NC=1SC=2N=C(N=CC2N1)N1CC2(C1)CC(C2)O)OC